C(C)(C)(C)NC(=O)C1=C(C2=C(N=C(N=C2C2=CC(=CC=C2)NC(CN2CCOCC2)=O)SC)S1)N tert-butyl-5-amino-2-methylsulfanyl-4-(3-(2-(morpholin-4-yl)-acetylamino)-phenyl)-thieno[2,3-d]pyrimidine-6-carboxamide